2-(4-methoxyphenyl)-N-(piperidin-3-ylmethyl)quinolin-4-amine COC1=CC=C(C=C1)C1=NC2=CC=CC=C2C(=C1)NCC1CNCCC1